1-((3-amino-2,3-dihydro-1H-inden-5-yl)methyl)-1,3-dihydro-2H-benzo[d]imidazol-2-one NC1CCC2=CC=C(C=C12)CN1C(NC2=C1C=CC=C2)=O